tert-butyl (3S)-3-isopropylpiperazine-1-carboxylate C(C)(C)[C@H]1CN(CCN1)C(=O)OC(C)(C)C